C1(CCC1)CN(C(OC(C)(C)C)=O)CC=1C=CC=2N(C1)C=C(N2)C(CC)CC2=CN=CC(=C2)N2CCCC2 Tert-butyl (cyclobutylmethyl)((2-(1-(5-(pyrrolidin-1-yl)nicotinyl)propyl)imidazo[1,2-a]pyridin-6-yl)methyl)carbamate